COC1(CC(C1)C(=O)OC(C)(C)C)OC tert-butyl 3,3-dimethoxycyclobutane-1-carboxylate